6-[6-thiocarbamoyl-7-[2,4-difluoro-6-(2-methoxyethoxy)phenyl]-3-fluoro-thieno[3,2-c]pyridin-4-yl]-3,4-dihydro-1H-isoquinoline-2-carboxylic acid tert-butyl ester C(C)(C)(C)OC(=O)N1CC2=CC=C(C=C2CC1)C1=NC(=C(C2=C1C(=CS2)F)C2=C(C=C(C=C2OCCOC)F)F)C(N)=S